N[C@H]1C[C@H](N(CC1)C(=O)N1CC([C@@H](CC1)CN1C(C=C(C=C1)C1=CC=CC=C1)=O)(C)C)C1=CC=CC=C1 1-(((R)-1-((2S,4R)-4-Amino-2-phenylpiperidine-1-carbonyl)-3,3-dimethylpiperidin-4-yl)methyl)-4-phenylpyridin-2(1H)-one